FC(C(=O)[C@H]1[C@@H]2CCN([C@H]([C@H]2CCC1)C)C(=O)OCC1=CC=CC=C1)F benzyl (1S,4aR,5R,8aS)-5-(2,2-difluoroacetyl)-1-methyl-3,4,4a,5,6,7,8,8a-octahydro-1H-isoquinoline-2-carboxylate